[S].O water sulphur